C(C1=CC=CC=C1)OC1=CC(=C(C(=C1N(S(N)(=O)=O)CC(=O)OCC)F)Br)C ethyl 2-(6-benzyloxy-3-bromo-2-fluoro-4-methyl-N-sulfamoyl-anilino)acetate